4-fluoro-N-{[4-methyl-5-(propan-2-yl)pyridin-2-yl](phenyl)methyl}-1-[2-(1H-1,2,3-triazol-5-yl)acetyl]pyrrolidine-2-carboxamide FC1CC(N(C1)C(CC1=CN=NN1)=O)C(=O)NC(C1=CC=CC=C1)C1=NC=C(C(=C1)C)C(C)C